C1(CCCCC1)[C@H](CCC=C)N (S)-1-cyclohexylpent-4-en-1-amine